(R)-1-(4-(6-(2-(4-(cyclopropyldifluoromethyl)pyridin-2-yl)acetamido)pyridazin-3-yl)-2-fluorobutyl)-N-methyl-1H-1,2,3-triazole-4-carboxamide C1(CC1)C(C1=CC(=NC=C1)CC(=O)NC1=CC=C(N=N1)CC[C@H](CN1N=NC(=C1)C(=O)NC)F)(F)F